C1(=CC=CC=C1)SP1(=NP(=NP(=N1)(SC1=CC=CC=C1)SC1=CC=CC=C1)(SC1=CC=CC=C1)SC1=CC=CC=C1)SC1=CC=CC=C1 Hexakis(phenylthio)cyclotriphosphazene